C(#N)C1=NC=C(C(=C1)C1=CC=2N(C=C1)N=C(C2)NC(=O)C2CC2)N2CC(C2)C(C)(C)O N-[5-[2-cyano-5-[3-(1-hydroxy-1-methyl-ethyl)azetidin-1-yl]-4-pyridyl]pyrazolo[1,5-a]pyridin-2-yl]cyclopropanecarboxamide